icosanyl-ammonium C(CCCCCCCCCCCCCCCCCCC)[NH3+]